NC1=NC(=NC2=C1NC(N(C2)CC2=CC=CC=C2)=O)OCCCC 8-amino-3-benzyl-6-butoxy-3,4-dihydropyrimido[5,4-d]pyrimidin-2(1H)-one